OCCNC(O[C@@H]1CC[C@H](CC1)C(N(C[C@@H]1CC[C@H](CC1)C1=CC(=C(C=C1)OC)C)C1=NC=CC(=C1)C1=CN=C(S1)C(C)C)=O)=O trans-4-((4-(2-Iso-propylthiazol-5-yl)-pyridin-2-yl)((trans-4-(4-methoxy-3-methylphenyl)cyclohexyl)methyl)carbamoyl)cyclohexyl (2-hydroxyethyl)-carbamate